C(C)(C)(C)OC(=O)N1C=CC2=C(C(=CC(=C12)C)OC)CN1[C@@H](CC2(CC(C2)(F)F)CC1)C=1C=NN(C1)CC(=O)OCC (S)-4-((6-(1-(2-ethoxy-2-oxoethyl)-1H-pyrazol-4-yl)-2,2-difluoro-7-azaspiro[3.5]non-7-yl)methyl)-5-methoxy-7-methyl-1H-indole-1-carboxylic acid tert-butyl ester